o-hydroxynitrobenzene C1=CC=C(C(=C1)[N+](=O)[O-])O